C(#N)C1=CC(=C(C=C1)NS(=O)(=O)C1=CNC=2CC(CCC12)OC(C)(C)C)F N-(4-cyano-2-fluorophenyl)-6-[(2-methylpropan-2-yl)oxy]-4,5,6,7-tetrahydro-1H-indole-3-sulfonamide